1-(3-(2,4-Difluoro-3-hydroxy-5-(trifluoromethyl)phenyl)-1-methyl-1H-pyrazolo[3,4-d]pyrimidin-6-yl)-4-isopropylpiperidin-4-ol FC1=C(C=C(C(=C1O)F)C(F)(F)F)C1=NN(C2=NC(=NC=C21)N2CCC(CC2)(O)C(C)C)C